CN(C(=O)C=1C(=CC(N(C1)CC1(CCN(CC12CCCC2)C(=O)OC(C)(C)C)O)=O)C2=CC(=CC=C2)CO)C tert-Butyl 10-((5-(dimethylcarbamoyl)-4-(3-(hydroxymethyl)phenyl)-2-oxopyridin-1(2H)-yl)methyl)-10-hydroxy-7-azaspiro[4.5]decane-7-carboxylate